COC1=C(C=CC=C1)S 2-methoxybenzenethiol